ClC=1C(=CC(=C(C1)N(CCO)C)[N+](=O)[O-])F 2-[(5-chloro-4-fluoro-2-nitrophenyl)(methyl)amino]ethanol